N[C@@H]([C@@H](C(=O)NC(C(=O)O)C(CC)C1=CC=CC=C1)O)CC1=CC=CC=C1 2-[[(2S,3R)-3-amino-2-hydroxy-4-phenyl-butanoyl]amino]-3-phenyl-pentanoic acid